FC1=C(COC2=CC=CC(=N2)C2CCN(CC2)CC2=NC3=C(N2C[C@H]2OCC2)C=C(C=C3)C(=O)O)C=CC(=C1)S(=O)(=O)C (S)-2-((4-(6-((2-Fluoro-4-(methylsulfonyl)benzyl)oxy)pyridin-2-yl)piperidin-1-yl)methyl)-1-(oxetan-2-ylmethyl)-1H-benzo[d]imidazole-6-carboxylic acid